ClC=1C(=C(C=CC1OC(F)F)NC1=NC=NC2=CC=C(C(=C12)F)N1[C@@H]2CN([C@H](C1)C2)C(=O)OC(C)(C)C)F tert-Butyl (1S,4S)-5-(4-((3-chloro-4-(difluoromethoxy)-2-fluorophenyl)amino)-5-fluoroquinazolin-6-yl)-2,5-diazabicyclo[2.2.1]heptane-2-carboxylate